2,4,6-tris(2-hydroxy-3-methyl-4-dodecyloxyphenyl)-1,3,5-triazine OC1=C(C=CC(=C1C)OCCCCCCCCCCCC)C1=NC(=NC(=N1)C1=C(C(=C(C=C1)OCCCCCCCCCCCC)C)O)C1=C(C(=C(C=C1)OCCCCCCCCCCCC)C)O